(4-carboxyphenyl)phenyl phosphate P(=O)(OC1=C(C=CC=C1)C1=CC=C(C=C1)C(=O)O)([O-])[O-]